(±)-2-methylpyrrolidine C[C@H]1NCCC1 |r|